CC(CC(C)C)N(C1=CC=C(C=C1)N)C1=CC=CC=C1 1,3-dimethyl-butyl-N'-phenyl-p-phenylenediamine